C(C)(=O)NC(C(=O)OCC)CCC(=O)NC(C)=O Ethyl 2,5-diacetamido-5-oxopentanoate